C1(CC1)NC(N(C)C1=CC=C(C=C1)CN1C2=NC(=NC=C2N(C1=O)C)C1=C(C=CC=C1)C(C)C)=O 3-cyclopropyl-1-(4-((2-(2-isopropylphenyl)-7-methyl-8-oxo-7,8-dihydro-9H-purin-9-yl)methyl)phenyl)-1-methylurea